FC=1C=CC(=NC1)C=1C=C2C(=NC=NC2=C(C1)OC)NCC=1C=NC(=NC1)C(F)(F)F 6-(5-fluoropyridin-2-yl)-8-methoxy-N-((2-(trifluoromethyl)pyrimidin-5-yl)methyl)quinazolin-4-amine